1,9-di(2-hydroxyethyl) nonanedioate C(CCCCCCCC(=O)OCCO)(=O)OCCO